1,3,5-triphenyl-1,2,4-triazole C1(=CC=CC=C1)N1N=C(N=C1C1=CC=CC=C1)C1=CC=CC=C1